C1(CC1)C1=CC(=NC2=NC=C(C=C12)N1C[C@@H](N[C@H](C1)C)C)C1=CC2=CN(N=C2C(=C1)F)C 4-cyclopropyl-6-[(3S,5S)-3,5-dimethylpiperazin-1-yl]-2-(7-fluoro-2-methylindazol-5-yl)-1,8-naphthyridine